[5-fluoro-2-[2-[(4-fluorophenoxy)methyl]imidazo[1,2-a]pyrimidin-6-yl]phenyl]methyl carbamate C(N)(OCC1=C(C=CC(=C1)F)C=1C=NC=2N(C1)C=C(N2)COC2=CC=C(C=C2)F)=O